(S)-4-((2-methoxyethyl)(4-(5,6,7,8-tetrahydro-1,8-naphthyridin-2-yl)butyl)amino)-2-(2-methyl-2-(pyridin-3-yl)propanamido)butanoic acid COCCN(CC[C@@H](C(=O)O)NC(C(C)(C=1C=NC=CC1)C)=O)CCCCC1=NC=2NCCCC2C=C1